(4-((5-fluoro-2-methoxybenzamido)methyl)phenyl)-4-(4-oxocyclohexyl)-1H-pyrazolo[4,3-c]pyridine-7-carboxamide FC=1C=CC(=C(C(=O)NCC2=CC=C(C=C2)N2N=CC=3C(=NC=C(C32)C(=O)N)C3CCC(CC3)=O)C1)OC